(1,3-dimethylimidazolidin-2-ylidene)(2-isopropoxybenzylidene)ruthenium chloride CN1C(N(CC1)C)=[Ru](=CC1=C(C=CC=C1)OC(C)C)Cl